CS(=O)(=O)C=1C=C(C(=O)N2[C@H](CCC2)C(=O)N[C@@H]2CCC3=CC(=CC=C23)C(F)(F)F)C=CC1 1-(3-(methylsulfonyl)benzoyl)-N-((1R)-5-(trifluoromethyl)-2,3-dihydro-1H-inden-1-yl)-D-prolinamide